C1(CCCCC1)NC=1C=2N=CN([C@H]3[C@H](OC)[C@H](O)[C@@H](CO)O3)C2N=CN1 N-cyclohexyl-2'-O-methyl-adenosine